9-(4-bromophenyl)-10-[(1,3-dioxoisoindolin-2-yl)methyl]-N-(4-methoxyphenyl)-1,6-diazabicyclo[6.2.0]dec-3-ene-6-carboxamide BrC1=CC=C(C=C1)C1C2CN(CC=CCN2C1CN1C(C2=CC=CC=C2C1=O)=O)C(=O)NC1=CC=C(C=C1)OC